1-chloro-4-(trifluoromethyl)benzene ClC1=CC=C(C=C1)C(F)(F)F